(R)-2-amino-5-(4-(2-hydroxy-2-(o-tolyl)acetamido)-2-methylphenyl)-N-isopropylnicotinamide NC1=C(C(=O)NC(C)C)C=C(C=N1)C1=C(C=C(C=C1)NC([C@@H](C1=C(C=CC=C1)C)O)=O)C